O=C1[C@@H](N2CCC1CC2)COP(=O)(OC2=CC=CC=C2)N[C@@H](C)C(=O)OCC(CC)CC 2-ethylbutyl ((((S)-3-oxoquinuclidin-2-yl)methoxy)(phenoxy)phosphoryl)-L-alaninate